ClC=1C=C(C=C(C1OC1=CC=C2C(=N1)C(=CN2)I)Cl)/N=C/N(C)C (E)-N'-[3,5-dichloro-4-([3-iodo-1H-pyrrolo[3,2-b]pyridin-5-yl]oxy)phenyl]-N,N-dimethylmethanimidamide